C(C)(=O)[O-].C[NH2+]CCO methyl-hydroxyethyl-ammonium acetate